CCCCCCCCC(CCCCCCCC)N1C2=CC=CC=C2C=2C=CC=CC12 9-(9-heptadecyl)-9H-carbazole